C(C)C=1C=C(OCC2=NNC(N2)=O)C=CC1 3-[(3-ethylphenoxy)methyl]-1H-1,2,4-triazol-5(4H)-one